NC([C@H](C[C@H]1C(NCC1)=O)NC(=O)[C@H]1N([C@@H]2CC[C@H]1C2)C(=O)C=2NC1=CC=CC(=C1C2)OC)=O (1R,3S,4S)-N-((S)-1-amino-1-oxo-3-((S)-2-oxopyrrolidin-3-yl)propan-2-yl)-2-(4-methoxy-1H-indole-2-carbonyl)-2-azabicyclo[2.2.1]heptane-3-carboxamide